COC(=O)C1CCC(CC1)C=1OC2=C(N1)C=C(C=C2)Br 4-(5-Bromobenzo[d]oxazol-2-yl)cyclohexanecarboxylic acid methyl ester